ethyl 7-oxa-bicyclo[4.1.0]heptane-3-carboxylate C12CC(CCC2O1)C(=O)OCC